4-(4-amino-3-methoxyphenoxy)-N,N-dimethylquinazolin-7-amine NC1=C(C=C(OC2=NC=NC3=CC(=CC=C23)N(C)C)C=C1)OC